2-((3-aziridine-1-ylpropionyl) methyl)-2-ethylpropane-1,3-diylbis(aziridine-1-propionate) N1(CC1)CCC(=O)CC(CC1N(C1)CCC(=O)[O-])(CC1N(C1)CCC(=O)[O-])CC